1-(4-(2-(4-methoxyphenyl)propan-2-yl)thiazol-2-yl)-3-((2-(piperazin-1-yl)-pyrimidin-5-yl)methyl)-urea COC1=CC=C(C=C1)C(C)(C)C=1N=C(SC1)NC(=O)NCC=1C=NC(=NC1)N1CCNCC1